2,3,9-trimethyl-6H-thieno[3,2-f][1,2,4]triazolo[4,3-a][1,4]diazepine CC1=C(C=2C=NCC=3N(C2S1)C(=NN3)C)C